(3R)-4-(6-fluoro-7-(2-fluoro-6-methoxyphenyl)-1-(2-isopropyl-4-methylpyridin-3-yl)-3-nitro-2-oxo-1,2-dihydro-1,8-naphthyridin-4-yl)-3-(hydroxymethyl)piperazin-1-carboxylate FC=1C=C2C(=C(C(N(C2=NC1C1=C(C=CC=C1OC)F)C=1C(=NC=CC1C)C(C)C)=O)[N+](=O)[O-])N1[C@H](CN(CC1)C(=O)[O-])CO